N[C@H]1[C@H](CC[C@H](C1)N(C)C(C)C)N1C([C@H](CC1)NC1=NC=NC2=CC=C(C=C12)C(F)(F)F)=O (S)-1-((1S,2R,4R)-2-amino-4-(isopropyl(methyl)amino)cyclohexyl)-3-((6-(trifluoromethyl)quinazolin-4-yl)amino)pyrrolidin-2-one